6-nicotinoyldihydromorphine C(C1=CN=CC=C1)(=O)[C@]1([C@H]2[C@]34C=5C(=C(C=CC5C[C@H]([C@@H]3CC1)N(C)CC4)O)O2)O